((7R)-7-Amino-2-azabicyclo[2.2.1]heptan-2-yl)(2-(1-(cyclopropylmethyl)-6-(2-fluoro-3-hydroxyphenyl)-1H-pyrrolo[2,3-b]pyridin-2-yl)-3-methylpyrazolo[1,5-a]pyridin-6-yl)methanone N[C@H]1C2N(CC1CC2)C(=O)C=2C=CC=1N(C2)N=C(C1C)C1=CC=2C(=NC(=CC2)C2=C(C(=CC=C2)O)F)N1CC1CC1